C(C1=CC=CC=C1)OC1=C2CCN(CC2=C(C=C1)C(=O)O)C(=O)OC(C)(C)C 5-benzyloxy-2-tert-butoxycarbonyl-3,4-dihydro-1H-isoquinoline-8-carboxylic acid